BrC1=C(C=C(C=C1)OC)NC1=NC(=CC=C1)C1=C(C=CC=C1C(C)C)C(C)C N-(2-bromo-5-methoxyphenyl)-6-(2,6-diisopropylphenyl)pyridin-2-amine